Alanyl-L-Histidine N[C@@H](C)C(=O)N[C@@H](CC1=CNC=N1)C(=O)O